FC(C1=CC=C(C=C1)C1=CC(=NC2=CC=CC=C12)C1CN(CC1)C(C=C)=O)(F)F 1-(3-(4-(4-(trifluoromethyl)phenyl)quinolin-2-yl)pyrrolidin-1-yl)prop-2-en-1-one